(Z)-5-(4-fluoro-3-methoxybenzylidene)-3-(3-methoxybenzyl)oxazolidine-2,4-dione FC1=C(C=C(\C=C/2\C(N(C(O2)=O)CC2=CC(=CC=C2)OC)=O)C=C1)OC